COC(C1=C(C=C(C(=C1)F)C(F)(F)F)NC1=C(C(=CC=C1)Cl)C=O)=O ((3-chloro-2-formylphenyl)amino)-5-fluoro-4-(trifluoromethyl)-benzoic acid methyl ester